CC=1N=C2N(N=C(C=C2C)C=2N=C3N(C(C2)=O)C=C(C=C3C)N3C[C@H](NCC3)C)C1 2-(2,8-dimethylimidazo[1,2-b]pyridazin-6-yl)-9-methyl-7-[(3R)-3-methylpiperazin-1-yl]pyrido[1,2-a]pyrimidin-4-one